N[C@@H](CCC(N)=O)CC(=O)O (S)-beta-homoglutamine